OC(C)(C)C=1C=C(C=CC1)C=1C2=C(C(N(C1)C)=O)N(C=C2)S(=O)(=O)CC2=CC=CC=C2 4-(3-(2-hydroxypropan-2-yl)phenyl)-6-methyl-7-oxo-1-toluenesulfonyl-6,7-dihydro-1H-pyrrolo[2,3-c]pyridine